C(\C=C\C1=CC(OC)=C(O)C=C1)(=O)N(C=1C=2N=C(N([C@H]3[C@H](O)[C@H](OP(=O)(O)O)[C@@H](COP(=O)(O)OP(=O)(O)OCC(C)(C)[C@@H](O)C(=O)NCCC(=O)NCCS)O3)C2N=CN1)C(\C=C\C1=CC(OC)=C(O)C=C1)=O)C(\C=C\C1=CC(OC)=C(O)C=C1)=O Triferuloyl-CoA